methyl 4-amino-3-((1-(cyanomethyl) cyclopropyl) methyl)-5-fluorobenzoate NC1=C(C=C(C(=O)OC)C=C1F)CC1(CC1)CC#N